N1N[C@@H](CCC1)C(=O)OCC(CC1=C(N(C2=CC=C(C=C12)B1OC(C(O1)(C)C)(C)C)CC)C=1C(=NC=CC1)[C@H](C)OC)(C)C 3-(1-ethyl-2-(2-((S)-1-methoxyethyl)pyridin-3-yl)-5-(4,4,5,5-tetramethyl-1,3,2-dioxaborolan-2-yl)-1H-indol-3-yl)-2,2-dimethylpropyl (S)-hexahydropyridazine-3-carboxylate